(s)-5-(3-((s)-8-chloro-9-fluoro-1-methyl-1,2,4,5-tetrahydro-3H-benzo[d]azepin-3-yl)-3-oxopropyl)-5-cyclopropylimidazolidine-2,4-dione ClC=1C=CC2=C([C@@H](CN(CC2)C(CC[C@@]2(C(NC(N2)=O)=O)C2CC2)=O)C)C1F